C(C)(C)(C)OC(N(CC#C)CC1CCC1)=O N-(cyclobutylmethyl)-N-prop-2-ynyl-carbamic acid tert-butyl ester